COC(CCCC(CC=CC(=CC(=O)OC(C)C)C)C)(C)C isopropyl 11-methoxy-3,7,11-trimethyldodeca-2,4-dienoate